C(C)(=O)O[C@@H]1[C@@H]([C@H](OC1OC(C)=O)CNC(CCC)=O)OC(C)=O acetic acid [(2R,3R,4R)-4,5-diacetoxy-2-[(butyrylamino) methyl] tetrahydrofuran-3-yl] ester